1-((5-phenyl-1,3,4-thiadiazol-2-yl)methyl)-4-(2-(pyridin-3-yl)propan-2-yl)piperazine-2,3-dione C1(=CC=CC=C1)C1=NN=C(S1)CN1C(C(N(CC1)C(C)(C)C=1C=NC=CC1)=O)=O